(R)-7-(5-(hydroxymethyl)thiophen-3-yl)-N-(2-methyl-5-(2-(1-methylpyrrolidin-2-yl)acetamido)pyridin-3-yl)-[1,2,4]triazolo[4,3-a]pyridine-3-carboxamide OCC1=CC(=CS1)C1=CC=2N(C=C1)C(=NN2)C(=O)NC=2C(=NC=C(C2)NC(C[C@@H]2N(CCC2)C)=O)C